FC1=C(C=CC(=C1)F)C1=C(C=C2C(=NC(N3C2=C1SC[C@@H]3COCCOC)=O)N3[C@H](CN[C@@H](C3)C)C)C(F)(F)F (3S)-10-(2,4-difluorophenyl)-7-((2S,5R)-2,5-dimethylpiperazin-1-yl)-3-((2-methoxyethoxy)methyl)-9-(trifluoromethyl)-2H-[1,4]thiazino[2,3,4-ij]quinazolin-5(3H)-one